8-((4-((cyclopropylmethyl)(4-fluoro-2-methylphenyl)amino)cyclohexyl)(methyl)amino)-5-methyl-6-oxo-5,6-dihydro-1,5-naphthyridine-2,7-dicarbonitrile C1(CC1)CN(C1CCC(CC1)N(C1=C(C(N(C=2C=CC(=NC12)C#N)C)=O)C#N)C)C1=C(C=C(C=C1)F)C